(R)-2-((2-(4-cyanophenyl)propyl)amino)-N-(5-((R)-3-methoxypyrrolidin-1-yl)pyridin-2-yl)-2-phenylacetamide C(#N)C1=CC=C(C=C1)C(CN[C@@H](C(=O)NC1=NC=C(C=C1)N1C[C@@H](CC1)OC)C1=CC=CC=C1)C